CCCCCCCCCCCCC1=CC=C(C=C1)O p-dodecylphenol